FC(C(=O)O)(F)F.C1(C=CC(N1CCCCCC(=O)NN)=O)=O 6-Maleimidocaproic Acid Hydrazide, Trifluoroacetic Acid Salt